C(C1=CC=CC=C1)NC(=O)N(C=1N=CC(=NC1)OCCC(=O)NC)[C@@H]1CC[C@H](CC1)NC1=NC=C(C(=N1)OC1COC1)C(F)(F)F 3-((5-((benzylcarbamoyl)(trans-4-((4-((oxetan-3-yl)oxy)-5-(trifluoromethyl)pyrimidin-2-yl)amino)cyclohexyl)amino)pyrazin-2-yl)oxy)-N-methylpropanamide